C(C)OC=1C=2N(C=C(N1)C(=O)NC=1C(=NC=CC1)OC)C=C(N2)C2CCOCC2 8-ethoxy-N-(2-methoxy-3-pyridinyl)-2-tetrahydropyran-4-yl-imidazo[1,2-a]pyrazine-6-carboxamide